N,N'-di-sec-butyl-acetamidine C(C)(CC)NC(C)=NC(C)CC